lithium 4-[6-(cyclohexylmethoxy)-2-pyridinyl] tetrahydropyran-4-carboxylate O1CCC(CC1)C(=O)OC1=NC(=CC=C1)OCC1CCCCC1.[Li]